6-[(diphenylmethylidene)amino]-5-fluoro-3-hydroxy-1-isopropylquinolin-2-one C1(=CC=CC=C1)C(C1=CC=CC=C1)=NC=1C(=C2C=C(C(N(C2=CC1)C(C)C)=O)O)F